(R)-N-(4-((3-methoxy-pyrrolidin-1-yl)methyl)-pyridin-2-yl)-5-(5-methyl-1H-pyrazol-4-yl)thiazolo-[5,4-b]pyridin-2-amine CO[C@H]1CN(CC1)CC1=CC(=NC=C1)NC=1SC2=NC(=CC=C2N1)C=1C=NNC1C